4-(2,6-Dimethoxy-4-propylphenyl)-1-ethyl-7-fluoro-5-methylindolin-2-one COC1=C(C(=CC(=C1)CCC)OC)C1=C2CC(N(C2=C(C=C1C)F)CC)=O